N-(4-(2-([1,1'-Biphenyl]-4-yl)propyl)-6-(((R)-1-hydroxy-4-methylpentan-2-yl)amino)-1,3,5-triazin-2-yl)methanesulfonamide C1(=CC=C(C=C1)C(CC1=NC(=NC(=N1)N[C@@H](CO)CC(C)C)NS(=O)(=O)C)C)C1=CC=CC=C1